6-benzyl-adenine C(C1=CC=CC=C1)C1(C2=NC=NC2=NC=N1)N